OC(=O)C(F)(F)F.N[C@H](C(=O)O)CNC(=O)OC(C)C1=CC2=C(OCO2)C=C1[N+](=O)[O-] (2S)-2-amino-3-({[1-(6-nitrobenzo[d][1,3]dioxol-5-yl)ethoxy]carbonyl}-amino)propanoic acid TFA salt